(S)-1-(benzo-pyran-5-yl)-N-methylpropan-2-amine O1CC=CC2=C1C=CC=C2C[C@H](C)NC